(thiophene-2-sulfonamide) methyl-acrylate COC(C=C)=O.S1C(=CC=C1)S(=O)(=O)N